[S-]SSSSSS[S-].[Na+].[Na+] sodium octasulfide